OC(C(=O)[O-])CC hydroxyl-butyrate